C(C)(C)(C)OC(=O)N1CC(C1)(OC)CN.N1C(=CC2=CC=CC=C12)C=1NC=C(N1)C(=O)C1=CC(=C(C(=C1)OC)OC)OC (2-(1H-indol-2-yl)-1H-imidazol-4-yl)(3,4,5-trimethoxyphenyl)methanone tert-Butyl-3-(aminomethyl)-3-methoxyazetidine-1-carboxylate